tert-butyl (1R,5R)-2-(7-(8-ethynylnaphthalen-1-yl)-8-fluoropyrido[4,3-d]pyrimidin-4-yl)-2,6-diazabicyclo[3.2.0]heptane-6-carboxylate C(#C)C=1C=CC=C2C=CC=C(C12)C1=C(C=2N=CN=C(C2C=N1)N1[C@@H]2CN([C@@H]2CC1)C(=O)OC(C)(C)C)F